CC1(O[C@@H]2[C@H](O[C@H]([C@@H]2O1)N3C=CC(=O)NC3=O)CO)C 2',3'-isopropylideneuridine